7-((3R)-3-ethyl-4-(1-(quinoxalin-6-yl)ethyl)piperazin-1-yl)-4-methyl-2,4-dihydro-5H-pyrazolo[4,3-b]pyridin-5-one C(C)[C@@H]1CN(CCN1C(C)C=1C=C2N=CC=NC2=CC1)C=1C=2C(N(C(C1)=O)C)=CNN2